γ-chloropropyl-methoxysilane ClCCC[SiH2]OC